1-(2,2-difluoroethyl)-6-(4-(((5-(trifluoromethyl)pyridin-3-yl)oxy)methyl)piperidin-1-yl)-1H-pyrazolo[3,4-b]pyrazine FC(CN1N=CC=2C1=NC(=CN2)N2CCC(CC2)COC=2C=NC=C(C2)C(F)(F)F)F